C(C)OC(=O)C1=CC2=C(N1)C=CS2.C(C)(C)(C)P(C=2C=C(C=C(C2)C2=CC=CC=C2)C2=CC=CC=C2)C(C)(C)C di-(tert-butyl)((1,1':3',1''-terphenyl)-5'-yl)phosphine ethyl-4H-thieno[3,2-b]pyrrole-5-carboxylate